4-(aminomethyl)-6-bromo-8-ethoxyphthalazin-1(2H)-one NCC1=NNC(C2=C(C=C(C=C12)Br)OCC)=O